2-(2-(3-Oxa-6-azabicyclo[3.1.1]heptan-6-yl)-6-methoxybenzo[d]thiazole-7-carboxamido)-4-(trifluoromethyl)benzoic acid C12COCC(N1C=1SC3=C(N1)C=CC(=C3C(=O)NC3=C(C(=O)O)C=CC(=C3)C(F)(F)F)OC)C2